FC(C1=NN=C(S1)N1N=CC2=C(C=C(C=C12)S(=O)(=O)NC1(COC1)C)N1CCN(CC1)S(=O)(=O)C(C)C)F 1-(5-(difluoromethyl)-1,3,4-thiadiazol-2-yl)-4-(4-(isopropylsulfonyl)piperazin-1-yl)-N-(3-methyloxetan-3-yl)-1H-indazole-6-sulfonamide